dioctyldiethanolamine C(CCCCCCC)C(N(CCO)CCCCCCCC)CO